N1N=NC2=C1C=CC=C2SSSSCCC[Si](OCC)(OCC)OCC 3-triethoxysilylpropyl benzotriazole-yl tetrasulfide